CC[C@H](CC[C@@H](C)[C@H]1CC[C@H]2C3=CCC4C[C@H](CC[C@]4(C)[C@H]3CC[C@]12C)O)C(C)C stigmast-7-en-3β-ol